C1=CC=CC=2OC=3C=CC=C4OC=5C=CC=CC5B(C34)C12 5,9-dioxa-13b-bora-13bH-naphtho[3,2,1-de]ANTHRACENE